(8-iodo-2-(((1R,4R)-4-methoxycyclohexyl)amino)pyrido[4,3-d]pyrimidin-5-yl)benzamide IC1=CN=C(C2=C1N=C(N=C2)NC2CCC(CC2)OC)C2=C(C(=O)N)C=CC=C2